O1[C@@H](CC1)CN1C(=NC=2C1=NC(=CC2)C(=O)O)CN2CCC(CC2)C2=NC(=CC=C2)OCC2=CC=C1C=NN(C1=C2)CC(F)(F)F (S)-3-(oxetan-2-ylmethyl)-2-((4-(6-((1-(2,2,2-trifluoroethyl)-1H-indazol-6-yl)Methoxy)pyridin-2-yl)piperidin-1-yl)methyl)-3H-imidazo[4,5-b]pyridine-5-carboxylic acid